N-(3,5-Dimethyl-1H-pyrazol-4-yl)-2-((3-(2,6-dioxopiperidin-3-yl)-1-methyl-1H-indazol-7-yl)oxy)acetamide CC1=NNC(=C1NC(COC=1C=CC=C2C(=NN(C12)C)C1C(NC(CC1)=O)=O)=O)C